2-METHYLBENZOTHIAZOLE-7-BORONIC ACID CC=1SC2=C(N1)C=CC=C2B(O)O